O1C(CCCC1)CCNC(=O)C1N(CC1)C1(CN(C2=NC=CC=C2C1=O)C=1SC=CN1)C(=O)O 3-{([2-(oxan-2-yl)ethyl]carbamoyl)azetidin-1-yl}-4-oxo-1-(1,3-thiazol-2-yl)-1,4-dihydro-1,8-naphthyridine-3-carboxylic acid